(2R,5S)-2-(4-phenoxyphenyl)-5-[(1,2,4-thiadiazol-5-ylamino)methyl]-1,4-thiazepan-3-one O(C1=CC=CC=C1)C1=CC=C(C=C1)[C@H]1SCC[C@H](NC1=O)CNC1=NC=NS1